3'-chloroacetophenone ClC=1C=C(C=CC1)C(C)=O